2-(cyclohexylcarbonyloxy)cyclohexyl methacrylate C(C(=C)C)(=O)OC1C(CCCC1)OC(=O)C1CCCCC1